CN1C(=NN=C1C1=NC=NC=C1)CNC=1C=C(C(=O)N[C@@H]2CCOC3=CC=C(C=C23)OCCCCCCOCCOCCOCCCCCC(=O)O)C=CC1 (R)-6-(2-(2-(6-(4-(3-((4-methyl-5-(pyrimidin-4-yl)-4H-1,2,4-triazol-3-yl)methyl-amino)benzamido)chroman-6-yloxy)hexyloxy)ethoxy)ethoxy)hexanoic acid